BrC=1C=CC(=C2N=C(OC21)C)N 7-bromo-2-methyl-1,3-benzoxazol-4-amine